ClC1=C(C(NC1=O)O)C 4-chloro-2-hydroxy-3-methyl-2H-pyrrol-5-one